ClC=1C(=C(C(=O)OOC(C2=C(C(=CC=C2)Cl)Cl)=O)C=CC1)Cl di-chlorobenzoyl peroxide